C(#N)C(C(=O)OCCCCCCCC)=C n-octyl cyanoacrylate